1-(4-(5-Chloro-7-fluoro-6-(5-methoxy-1-methyl-1H-indazol-7-yl)-2,1-benzothiazol-3-yl)-1-piperazinyl)-2-propen-1-one ClC=1C(=C(C=2C(=C(SN2)N2CCN(CC2)C(C=C)=O)C1)F)C=1C=C(C=C2C=NN(C12)C)OC